NC(C(=O)O)CCP(=O)(OC)OO 2-amino-4-[hydroxy(methyl)phosphono]Butyric acid